tert-butyl 5-(styryl)-7-(benzyloxy)-[1,2,4]triazolo[1,5-a]pyridine-8-carboxylate C(=CC1=CC=CC=C1)C1=CC(=C(C=2N1N=CN2)C(=O)OC(C)(C)C)OCC2=CC=CC=C2